ClC1=CC(=NC(=C1I)C)N(CC1=CC=C(C=C1)OC)CC1=CC=C(C=C1)OC 4-chloro-5-iodo-N,N-bis[(4-methoxyphenyl)methyl]-6-methyl-pyridin-2-amine